C(C)(C)(C)N(C(O)=O)[C@@H]1C[C@@H](C1)C1=NC=CC(=C1)Cl.FCCCCC(C)C(F)(F)F fluoro-5-(trifluoromethyl)hexane tert-butyl-((cis)-3-(4-chloropyridin-2-yl)cyclobutyl)carbamate